O=C1N(C(CC1)=O)OC(ON1C(CCC1=O)=O)=O carbonic acid bis(2,5-dioxopyrrolidin-1-yl) ester